C(CCCCCCCCCCCCCC=CCC=CCCCCCCC)(=O)O Hexacosa-15,18-dienoic acid